NCCOCCOCC(NCCOCCOCC(=O)O)=O 17-Amino-10-oxo-3,6,12,15-tetraoxa-9-aza-heptadecanoic acid